(E)-3-[4-(4-pentylcyclohexanecarbonyl)oxyphenyl]prop-2-enoic acid C(CCCC)C1CCC(CC1)C(=O)OC1=CC=C(C=C1)/C=C/C(=O)O